benzyl-2-azaspiro[3.3]heptane-6-ol C(C1=CC=CC=C1)C1NCC12CC(C2)O